4-cyclopropyl-1H-indole-2-carboxamide C1(CC1)C1=C2C=C(NC2=CC=C1)C(=O)N